N-but-3-enyl-carbamic acid tert-butyl ester C(C)(C)(C)OC(NCCC=C)=O